2-(4-Amino-5-iodo-7H-pyrrolo[2,3-d]pyrimidin-7-yl)-1-(2-bromo-4-fluorophenyl)ethan-1-one NC=1C2=C(N=CN1)N(C=C2I)CC(=O)C2=C(C=C(C=C2)F)Br